1,1,3,3-tetramethylbutylperoxy-2-ethylhexyl monocarbonate C(OC(C(CCCC)CC)OOC(CC(C)(C)C)(C)C)([O-])=O